1-(3-chloro-3'-(2-(3-(dimethylamino)-3-methylpyrrolidin-1-yl)pyridin-4-yl)-5'-fluoro-2'-hydroxy-[1,1'-biphenyl]-4-yl)-3-methyl-1H-imidazol-2(3H)-one ClC=1C=C(C=CC1N1C(N(C=C1)C)=O)C1=C(C(=CC(=C1)F)C1=CC(=NC=C1)N1CC(CC1)(C)N(C)C)O